NC=1C=C(C=CC1N1C[C@@H](N([C@@H](C1)C)C)C)N1N=NC(=C1)C(=O)OC Methyl 1-(3-amino-4-((3S,5R)-3,4,5-trimethylpiperazin-1-yl)phenyl)-1H-1,2,3-triazole-4-carboxylate